C(C)(=O)OCC\C=C\CCCCCCCC\C=C/CCCC E,Z-3,13-octadecadienyl acetate